NC=1C2=C(N=CN1)N(C(=C2C2=CC(=C(C=C2)N=S2(CCCC2)=O)F)C2=C(C=C(C=C2)C=C(C(=O)N)C)C)C (4-(4-amino-5-(3-fluoro-4-((1-oxotetrahydro-1λ6-thiophen-1-ylidene)amino)phenyl)-7-methyl-7H-pyrrolo[2,3-d]pyrimidin-6-yl)-3-methylphenyl)methacrylamide